NC1=C(C=CC=C1)NC(OCC1CCN(CC1)C(C)=O)=O (1-acetylpiperidin-4-yl)methyl (2-aminophenyl)carbamate